METHYLASPARTATE CN[C@@H](CC(=O)[O-])C(=O)[O-]